(((1-methylpiperidin-4-yl)methyl)-1-((2-(trimethylsilyl)ethoxy)methyl)-1,4,5,6-tetrahydropyrrolo[3,4-d]imidazol-2-yl)-1-(tetrahydro-2H-pyran-2-yl)-1H-indazole CN1CCC(CC1)CC1NCC=2N(C(=NC21)C2=NN(C1=CC=CC=C21)C2OCCCC2)COCC[Si](C)(C)C